iminourethane N=NC(=O)OCC